(S)- and (R)-2-((4-cyanophenethyl)amino)-N-(6-(4-methyl-piperazin-1-yl)-pyridin-3-yl)-2-phenylacetamide C(#N)C1=CC=C(CCN[C@H](C(=O)NC=2C=NC(=CC2)N2CCN(CC2)C)C2=CC=CC=C2)C=C1 |r|